COC(CN1CCN(CC1)C=1C=C2CN(CC2=CC1)C1C(NC(CC1)=O)=O)OC 5-(4-(2,2-Dimethoxyethyl)piperazin-1-yl)-2-(2,6-dioxopiperidin-3-yl)isoindoline